1-Beta-D-Ribofuranosyl-1,2,4-Triazole-3-Carboxamide [C@@H]1([C@H](O)[C@H](O)[C@H](O1)CO)N1N=C(N=C1)C(=O)N